(2S)-1-cyclopropyl-2-(5-methyl-1,2,4-Oxadiazol-3-yl)propan-2-amine C1(CC1)C[C@](C)(N)C1=NOC(=N1)C